2-methyl-1,4-naphthohydroquinone diacetate CC1=C(C2=CC=CC=C2C(=C1)OC(=O)C)OC(=O)C